2,4-dinitrobenzenesulfenamide chloride [Cl-].[N+](=O)([O-])C1=C(C=CC(=C1)[N+](=O)[O-])SN